[As].[Cr].[Cu] copper chromium arsenic salt